4-[3-(4-cyano-2-fluoro-3-methylthio-phenyl)-5,5-dimethyl-4-oxo-2-thioxo-imidazolidin-1-yl]butyric acid isopropyl ester C(C)(C)OC(CCCN1C(N(C(C1(C)C)=O)C1=C(C(=C(C=C1)C#N)SC)F)=S)=O